(R)-N-((S)-(3-chlorophenyl)(cyclopentyl)methyl)-2-methylpropane-2-sulfinamide ClC=1C=C(C=CC1)[C@@H](N[S@](=O)C(C)(C)C)C1CCCC1